C(O)CN.[Co] cobalt ethanolamine